6-chloro-N-{3,6-difluoro-5-[(1E)-3-methoxyprop-1-en-1-yl]pyridin-2-yl}-1H-indole-3-sulfonamide ClC1=CC=C2C(=CNC2=C1)S(=O)(=O)NC1=NC(=C(C=C1F)\C=C\COC)F